CC(C(=O)O)C(C(=O)O)C 2,3-dimethylsuccinic acid